[Na].S1C(=CC=C1C(=O)O)C(=O)O thiophene-2,5-dicarboxylic acid sodium